N-(4-fluoro-3-methylphenyl)-3-(2-((1-(hydroxymethyl)cyclopropyl)amino)-2-oxoacetyl)-5,6,7,8-tetrahydroindolizine-1-carboxamide FC1=C(C=C(C=C1)NC(=O)C=1C=C(N2CCCCC12)C(C(=O)NC1(CC1)CO)=O)C